ClC1=CC(=C2C(=N1)N(C(N2)=O)C=2C=NN(C2)C(F)F)NC(OC(C)(C)C)=O tert-butyl (5-chloro-3-(1-(difluoromethyl)-1H-pyrazol-4-yl)-2-oxo-2,3-dihydro-1H-imidazo[4,5-b]pyridin-7-yl)carbamate